C(CCCCC)C1(C2=CC(=CC=C2N(C=2C=CC(=CC12)C)C1=CC=C(C=C1)C(C(=O)C1=CC=C(C=C1)N1C=2C=CC(=CC2C(C2=CC(=CC=C12)C)(CCCCCC)CCCCCC)C)=O)C)CCCCCC 1,2-bis(4-(9,9-dihexyl-2,7-dimethylacridin-10(9H)-yl)phenyl)ethane-1,2-dione